C1(CC1)C=1NC(=NN1)C1CC2(CN(C2)C(=O)N2CC(C2)C2=CC=C(C=C2)CP(=O)(C)C)C1 [6-(5-cyclopropyl-4H-1,2,4-triazol-3-yl)-2-azaspiro[3.3]heptan-2-yl]-[3-[4-(dimethylphosphorylmethyl)phenyl]azetidin-1-yl]methanone